(R)-gamma-heptanolide C1(C[C@@H](CCCC)O1)=O